cis-tert-butyl-3-ethoxy-4-hydroxypiperidine-1-carboxylate C(C)(C)(C)OC(=O)N1C[C@H]([C@H](CC1)O)OCC